(3R,4R)-4-((5-chloro-7-(3-methylbutan-2-yl)imidazo[5,1-f][1,2,4]triazin-2-yl)amino)-1-((difluoromethyl)sulfonyl)piperidin-3-ol ClC=1N=C(N2N=C(N=CC21)N[C@H]2[C@@H](CN(CC2)S(=O)(=O)C(F)F)O)C(C)C(C)C